COC=1C(=C(C(=O)O)C=CC1)C methoxy-2-methylbenzoic acid